4-(2-(1-Ethyl-3-(trifluoromethyl)-1H-pyrazol-4-yl)-4-hydroxyphenyl)thieno(2,3-c)pyridine-2-carbonitrile C(C)N1N=C(C(=C1)C1=C(C=CC(=C1)O)C1=C2C(=CN=C1)SC(=C2)C#N)C(F)(F)F